N-[3-chloro-4-[4-(piperidine-4-carbonyl)piperazine-1-carbonyl]phenyl]-5-[1-(4,5-diamino-2-pyridyl)-3-(trifluoromethyl)pyrazol-4-yl]-1-methyl-imidazole-2-carboxamide ClC=1C=C(C=CC1C(=O)N1CCN(CC1)C(=O)C1CCNCC1)NC(=O)C=1N(C(=CN1)C=1C(=NN(C1)C1=NC=C(C(=C1)N)N)C(F)(F)F)C